N1(N=CC=C1)CC=1C(=NC(=CC1)Cl)OC(F)F 3-((1H-pyrazol-1-yl)methyl)-6-chloro-2-(difluoromethoxy)pyridine